6''-bromo-8''-methyl-2''H-dispiro[cyclobutane-1,1'-cyclopentane-3',3''-imidazo[1,5-a]pyridine]-1'',5''-dione BrC1=CC(=C2N(C1=O)C1(NC2=O)CC2(CC1)CCC2)C